ethyl (E)-3-(5-chloro-1H-pyrrolo[3,2-b]pyridin-3-yl)-2-methylacrylate ClC1=CC=C2C(=N1)C(=CN2)/C=C(/C(=O)OCC)\C